CC(CO)(C1=CC=CC=C1)O The molecule is a glycol that is cumene carrying two hydroxy substituents at positions 1 and 2 It is a glycol and a member of benzenes. It derives from a hydride of a cumene.